NC1=CC(=CC=2CC(N(CC(C21)C2=C(C=CC(=C2)F)Cl)S(=O)(=O)C2=CC=C(C)C=C2)=O)Br 6-amino-8-bromo-5-(2-chloro-5-fluorophenyl)-3-tosyl-1,3,4,5-tetrahydro-2H-benzo[d]azepine-2-one